5-ethoxy-hydantoin C(C)OC1C(NC(N1)=O)=O